3-((5-(4-fluoro-3-hydroxyphenyl)isoxazol-3-yl)methyl)-2-methyl-pyrimidin-4(3H)-one FC1=C(C=C(C=C1)C1=CC(=NO1)CN1C(=NC=CC1=O)C)O